3-(dimethylamino)-1-(3-nitrophenyl)prop-2-en-1-one CN(C=CC(=O)C1=CC(=CC=C1)[N+](=O)[O-])C